4-bromo-6-chloro-3-(difluoromethoxy)pyridazine BrC1=C(N=NC(=C1)Cl)OC(F)F